Methyl (2S)-2-(1-(7-chloro-1H-indole-2-carbonyl)-4-methylpiperazine-2-carboxamido)-3-((S)-2-oxopyrrolidin-3-yl)propanoate ClC=1C=CC=C2C=C(NC12)C(=O)N1C(CN(CC1)C)C(=O)N[C@H](C(=O)OC)C[C@H]1C(NCC1)=O